Tert-butyl 5-(3-((methylsulfonyl) oxy) propyl)-7-nitro-2-phenyl-1H-indole-1-carboxylate CS(=O)(=O)OCCCC=1C=C2C=C(N(C2=C(C1)[N+](=O)[O-])C(=O)OC(C)(C)C)C1=CC=CC=C1